C1(=CC=CC=C1)C1=CC=[NH+]C=C1 4-phenyl-pyridin-1-ium